3-fluoro-4-(5-((1S,2S)-2-fluorocyclopropanecarboxamido)benzo[d]oxazol-2-yl)isonicotinic acid FC1C(C(=O)O)(C=CN=C1)C=1OC2=C(N1)C=C(C=C2)NC(=O)[C@H]2[C@H](C2)F